C(C)(=O)C=1C=C(C=CC1)NC(=O)NC=1C(=C2C(N(C=NC2=CC1)CCOC)=O)Br 1-(3-acetylphenyl)-3-(5-bromo-3-(2-methoxyethyl)-4-oxo-3,4-dihydroquinazolin-6-yl)urea